[Cl-].C(C)N1C(=[NH+]C=C1)C 1-ethyl-2-methylimidazolium chloride